4-(3-methoxy-4-(2-azaspiro[4.5]decan-8-yl)phenyl)-2,3,6,9-tetramethyl-6H-thieno[3,2-f][1,2,4]triazolo[4,3-a][1,4]diazepine COC=1C=C(C=CC1C1CCC2(CCNC2)CC1)C1=NC(C=2N(C3=C1C(=C(S3)C)C)C(=NN2)C)C